C(C=C)(=O)N1[C@@H]2CN([C@@H]2CC1)C1=C(C(=NC2=C(C(=CC=C12)C1=CC=CC2=CC=CC(=C12)Cl)F)OCC12CCCN2CCC1)CC#N 4-((1R,5R)-2-acryloyl-2,6-diazabicyclo[3.2.0]hept-6-yl)-7-(8-chloronaphthalen-1-yl)-8-fluoro-2-((tetrahydro-1H-pyrrolizin-7a(5H)-yl)methoxy)quinoline-3-acetonitrile